5,8,11-eicosatrienoic acid C(CCCC=CCC=CCC=CCCCCCCCC)(=O)O